(1S,2S)-2-(3-chlorophenyl)-N-(4-(((6-cyclopropyl-8-(4-(cyclopropylmethyl)piperazin-1-yl)imidazo[1,2-a]pyridin-2-yl)methyl)amino)pyridin-2-yl)cyclopropane-1-carboxamide ClC=1C=C(C=CC1)[C@@H]1[C@H](C1)C(=O)NC1=NC=CC(=C1)NCC=1N=C2N(C=C(C=C2N2CCN(CC2)CC2CC2)C2CC2)C1